C(O[C@H]1CC[C@@]2([C@H]3CC[C@@]4([C@H](CC[C@@]4([C@@H]3CC[C@@H]2C1)O)C=1COC(C1)=O)C)C)(OCCN1CCOCC1)=O (3S,5R,8R,9S,10S,13R,14S,17R)-14-hydroxy-10,13-dimethyl-17-(5-oxo-2,5-dihydrofuran-3-yl)hexadecahydro-1H-cyclopenta[a]phenanthren-3-yl (2-morpholinoethyl) carbonate